3-(2-(1-(2-(2-methoxyethyl)-1H-pyrazol-4-yl)vinyl)-1H-indazol-5-yl)benzenesulfonamide COCCN1NC=C(C1)C(=C)N1NC2=CC=C(C=C2C1)C=1C=C(C=CC1)S(=O)(=O)N